CC(=CCC/C(=C/CC/C(=C/CC/C(=C\\CC/C(=C\\CC/C(=C\\CC/C(=C\\CC/C(=C\\CC/C(=C\\CC/C(=C\\CC/C(=C\\COP(=O)(O)O)/C)/C)/C)/C)/C)/C)/C)/C)/C)/C)C The molecule is an undecaprenyl phosphate having two (E)- and eight (Z)-double bonds. It is a conjugate acid of a ditrans,polycis-undecaprenyl phosphate(2-).